2,2,2-Trifluoro-N-(2,2,2-trifluoroethyl)acetamide FC(C(=O)NCC(F)(F)F)(F)F